[K].O=C([C@H](O)[C@@H](O)[C@H](O)[C@H](O)C(=O)O)O D-glucaric acid monopotassium